FC(C(C(C(S(=O)(=O)[O-])(F)F)(F)F)(F)F)(F)F.C(C)(C)(C)C1=CC=C(C=C1)[I+]C1=CC=C(C=C1)C(C)(C)C Bis(4-tert-butylphenyl)iodonium NonafluorobutaneSulfonate